boron trifluoride monoethylamine salt C(C)N.B(F)(F)F